C1(=CC=CC=C1)C(=NNC1=C2C=CC(=C(C2=CC=C1)F)C(=O)OC)C1=CC=CC=C1 methyl 5-(2-(diphenylmethylene)hydrazineyl)-1-fluoro-2-naphthoate